FC1=CC=C(C=C1)C=1C=C(C=2N=CN=C(C2N1)O)C(=O)OC methyl 6-(4-fluorophenyl)-4-hydroxypyrido[3,2-d]pyrimidine-8-carboxylate